C[Si](N1C(OCC1)=O)(C)C 3-trimethylsilyl-2-oxazolidinone